methyl 4-((8-bromo-6-cyclopropylimidazo[1,2-a]pyridin-2-yl)methoxy)-6-chloropyridazine-3-carboxylate BrC=1C=2N(C=C(C1)C1CC1)C=C(N2)COC2=C(N=NC(=C2)Cl)C(=O)OC